FC(CN(C1=NC=2N(C3=C1C=C(C=N3)F)C(=NN2)C)C2=CC(=CC(=C2)F)C#CC2(CC2)C(F)F)F N-(2,2-difluoroethyl)-N-(3-((1-(difluoromethyl)cyclopropyl)ethynyl)-5-fluorophenyl)-3-fluoro-9-methylpyrido[3,2-e][1,2,4]triazolo[4,3-a]pyrimidin-5-amine